C[C@@]12CCC=C1C=1COC=3C=CC=CC3C1CC2 6-oxaestra-1,3,5(10),8,14-pentaene